2-amino-1,9-dihydro-9-[4-hydroxy-3-hydroxymethyl-2-methylenecyclopentyl]-6H-purin-6-one NC=1NC(C=2N=CN(C2N1)C1C(C(C(C1)O)CO)=C)=O